NC=1SC=C(N1)C(C(=O)N[C@H]1[C@H]2SCC(=C(N2C1=O)C(=O)O)C=C)=NO (6R,7R)-7-[[(2-amino-4-thiazolyl)-(hydroxyimino)acetyl]amino]-3-vinyl-8-oxo-5-thia-1-azabicyclo[4.2.0]oct-2-ene-2-carboxylic acid